N-(2-((4-fluorophenyl)sulfonamido)phenyl)-3-((trifluoromethyl)sulfonyl)benzamide FC1=CC=C(C=C1)S(=O)(=O)NC1=C(C=CC=C1)NC(C1=CC(=CC=C1)S(=O)(=O)C(F)(F)F)=O